N-(isoquinolin-4-ylmethyl)ethylamine C1=NC=C(C2=CC=CC=C12)CNCC